N[C@@H](CCCCN)C(=O)[O-].C[P+](C)(C)C tetramethylphosphonium lysine salt